BrC1=C(C=CC=2C(C3=CC=CC=C3C12)(C)C)O 4-bromo-9,9-dimethyl-9H-fluoren-3-ol